C(C(=C)C)(=O)OCCOP(=O)([O-])OCC[N+](C)(C)C (2-methacryloyloxyethyl)phosphocholine